3-(3-chloro-2-methoxyanilino)-2-(3-{[(2R)-4-methylmorpholin-2-yl]methoxy}pyridin-4-yl)-1,5,6,7-tetrahydro-4H-pyrrolo[3,2-c]pyridin-4-one ClC=1C(=C(NC2=C(NC3=C2C(NCC3)=O)C3=C(C=NC=C3)OC[C@H]3CN(CCO3)C)C=CC1)OC